N-(cyclopentylmethyl)-5-((5-ethynyl-8-methyl-7-oxo-7,8-dihydropyrido[2,3-d]pyrimidin-2-yl)amino)-2-(4-methylpiperazin-1-yl)benzenesulfonamide C1(CCCC1)CNS(=O)(=O)C1=C(C=CC(=C1)NC=1N=CC2=C(N1)N(C(C=C2C#C)=O)C)N2CCN(CC2)C